(R)-(1,3-dimethyl-1H-pyrazol-5-yl)(4-(4-methylpyrazolo[1,5-a]pyridin-2-yl)-6,7-dihydro-1H-imidazo[4,5-c]pyridin-5(4H)-yl)methanone CN1N=C(C=C1C(=O)N1[C@H](C2=C(CC1)NC=N2)C2=NN1C(C(=CC=C1)C)=C2)C